C(CCCCC)OC(C)(OC=1C=C(C=C)C=CC1)C m-(1-n-hexyloxy-1-methylethoxy)styrene